F[C@H]1[C@@H](C1)C1=CC(=NO1)C(=O)NC1C[C@H]2CC[C@@H](C1)N2S(=O)(=O)CC2CCNCC2 5-((1S,2R)-2-fluorocyclopropyl)-N-((1R,3r,5S)-8-((piperidin-4-ylmethyl)sulfonyl)-8-azabicyclo[3.2.1]octan-3-yl)isoxazole-3-carboxamide